C(=O)[O-].NCCC[N+]1(CCN(CC1)C(=O)N1CCN(CC1)C(C1=C(C=C(C=C1)NC(=O)C=1N(C(=CN1)C1=C(C(=C(C=C1)OC)F)F)C)Cl)=O)CC(=O)O 2-[1-(3-aminopropyl)-4-[4-[2-chloro-4-[[5-(2,3-difluoro-4-methoxy-phenyl)-1-methyl-imidazole-2-carbonyl]amino]benzoyl]piperazine-1-carbonyl]piperazin-1-ium-1-yl]acetic acid formate